N1CC(C1)CC1=C(C(=O)OC)C=CC(=C1)N1C=CC=2C1=NC(=CN2)C2=CC(=CC(=C2)C)C methyl 2-(azetidin-3-ylmethyl)-4-[3-(3,5-dimethylphenyl)-pyrrolo[2,3-b]pyrazin-5-yl]benzoate